FC=1C=C(C=C2CC(CC12)C=O)OCC1(CC1)NC(OC(C)(C)C)=O tert-butyl N-[1-[(7-fluoro-2-formyl-2,3-dihydro-1H-inden-5-yl)oxymethyl]cyclopropyl]carbamate